FC=1C(N(C=CC1C=1N=C(SC1C(C)O)C=1C=NN2C1C=CC(=C2)OC=2N=NC(=CC2)C)CC(F)(F)F)=O 3-fluoro-4-[5-(1-hydroxyethyl)-2-[6-(6-methylpyridazin-3-yl)oxypyrazolo[1,5-a]pyridin-3-yl]-1,3-thiazol-4-yl]-1-(2,2,2-trifluoroethyl)pyridin-2-one